4-{(S)-2-(4-tert-Butylthiazol-2-yl)-2-[(S)-2-(methoxycarbonyl)-3-phenylpropanamido]ethyl}phenylsulfamic acid C(C)(C)(C)C=1N=C(SC1)[C@H](CC1=CC=C(C=C1)NS(O)(=O)=O)NC([C@H](CC1=CC=CC=C1)C(=O)OC)=O